C(CCC)OCC1=CC(=C(C=C1)O)OC 4-(butoxymethyl)-2-methoxy-phenol